FC1=C(C=CC(=C1)F)CCO 2-(2,4-Difluorophenyl)Ethanol